7-(2-aminoethyl)-deazaxanthine NCCN1C=NC=2NC(CC(C12)=O)=O